FC(C)(S(=O)(=O)O)F 1,1-difluoroethanesulfonic acid